5-[4-[3-(difluoromethoxy)phenoxy]phenyl]-5-[2-(2-hydroxyethyl)-2,7-diazaspiro[3.5]nonan-7-yl]hexahydropyrimidine-2,4,6-trione FC(OC=1C=C(OC2=CC=C(C=C2)C2(C(NC(NC2=O)=O)=O)N2CCC3(CN(C3)CCO)CC2)C=CC1)F